NC=1NC(C=2N(C(N(C2N1)[C@@H]1O[C@@H](C[C@H]1O)CO)=O)CC1=CC=C(C=C1)C(F)(F)F)=O 2-amino-9-((2R,3R,5S)-3-hydroxy-5-(hydroxymethyl)tetrahydrofuran-2-yl)-7-(4-(trifluoromethyl)benzyl)-7,9-dihydro-1H-purin-6,8-dion